PHENYLMETHYLPYRAZOLONE CC1=NN(C(=O)C1)C2=CC=CC=C2